ClC=1C(=CC2=C(N(C(O2)=O)C(C(=O)OCC(CO)(CO)N)C)C1)OC(C)C 2-amino-2-(hydroxymethyl)propane-1,3-diol 3-(5-chloro-6-isopropoxy-2-oxobenzo[d]oxazol-3(2H)-yl)propanoate